heptenone CCCC=CC(=O)C